BrCC=1N=C(SC1)C 4-(bromomethyl)-2-methylthiazole